C=1(C(=CC(=C(C1)C(=O)OC(C)C)C(=O)OC(C)C)C(=O)OC(C)C)C(=O)OC(C)C tetraisopropyl 1,2,4,5-benzenetetracarboxylate